ClC1=C2C(=NN(C1=O)C1=CC3=CN(N=C3C=C1)C)C=CN2CC2CC2 4-chloro-5-(cyclopropylmethyl)-2-(2-methyl-2H-indazol-5-yl)-2,5-dihydro-3H-pyrrolo[3,2-c]pyridazin-3-one